CNC(=O)C1CNC1 N-methylazetidin-3-Formamide